methyl 4-(4-bromophenoxymethyl)-1-((2-(trimethylsilyl) ethoxy) methyl)-1H-1,2,3-triazole-5-carboxylate BrC1=CC=C(OCC=2N=NN(C2C(=O)OC)COCC[Si](C)(C)C)C=C1